N1[C@H](CC1)C(=O)N1CCN(CC1)C(=O)C=1NC2=CC=C(C(=C2C1)Cl)Cl [4-[(2R)-azetidine-2-carbonyl]piperazin-1-yl]-(4,5-dichloro-1H-indol-2-yl)methanone